methyl (2S,3S,4R,5S,6S)-3,4,5-triacetoxy-6-[2-[2-[[tert-butyl(dimethyl)silyl]oxymethyl]-5-nitro-phenyl]ethynyl]tetrahydropyran-2-carboxylate C(C)(=O)O[C@@H]1[C@H](O[C@H]([C@@H]([C@H]1OC(C)=O)OC(C)=O)C#CC1=C(C=CC(=C1)[N+](=O)[O-])CO[Si](C)(C)C(C)(C)C)C(=O)OC